(2-(6-(7-(4-(dimethylcarbamoyl)-3-methylphenyl)-5H-pyrrolo[2,3-b]pyrazin-2-yl)-8-methyl-3,4-dihydroisoquinolin-2(1H)-yl)ethyl)carbamic acid tert-butyl ester C(C)(C)(C)OC(NCCN1CC2=C(C=C(C=C2CC1)C=1N=C2C(=NC1)NC=C2C2=CC(=C(C=C2)C(N(C)C)=O)C)C)=O